OCC1=CC=2N(C=C1)C(=CN2)C2=C1C=NC(C1=CC=C2)=O 4-(7-(hydroxymethyl)imidazo[1,2-a]pyridin-3-yl)isoindol-1-one